CN(C(OC(C)(C)C)=O)C1=C(C=CC=C1)CN1C(N(C2=NC(=NC=C2C1)NC1=CC=C(C=C1)N1CCN(CC1)C)C)=O tert-butyl N-methyl-N-[2-[[1-methyl-7-[4-(4-methylpiperazin-1-yl) anilino]-2-oxo-4H-pyrimido[4,5-d]pyrimidin-3-yl]methyl]phenyl]carbamate